2-(2-(2-(3-chloro-4-(4-(2-hydroxyethyl)piperazin-1-yl)phenylamino)pyrimidin-4-ylamino)-5-fluorophenyl)acetonitrile ClC=1C=C(C=CC1N1CCN(CC1)CCO)NC1=NC=CC(=N1)NC1=C(C=C(C=C1)F)CC#N